tributyl(2-methylprop-2-enyl)-λ4-stannane C(CCC)[Sn](CC(=C)C)(CCCC)CCCC